C(C)(=O)OC[C@@H](CC1=C2C(=NNC2=CC=C1)Cl)C (R)-3-(3-chloroindazolyl)-2-methylpropanol O-acetate